(phenyl)(biphenylyl)indolocarbazole C1(=CC=CC=C1)C=1C(=C2C(=CC1)N=C1C=CC3=C4C=CC=CC4=NC3=C12)C1=C(C=CC=C1)C1=CC=CC=C1